methyl 2-(((9H-fluoren-9-yl)methoxy)carbonylamino)-6-(5-tert-butoxy-5-oxo-4-(tritylamino)pentanamido)hexanoate C1=CC=CC=2C3=CC=CC=C3C(C12)COC(=O)NC(C(=O)OC)CCCCNC(CCC(C(=O)OC(C)(C)C)NC(C1=CC=CC=C1)(C1=CC=CC=C1)C1=CC=CC=C1)=O